4-[5-(1-cyano-1-methyl-ethyl)benzimidazol-1-yl]-N-cyclopropyl-2,6-dimethoxybenzamide C(#N)C(C)(C)C1=CC2=C(N(C=N2)C2=CC(=C(C(=O)NC3CC3)C(=C2)OC)OC)C=C1